NC1=NC=NN2C1=CC=C2[C@@H]2OC([C@H]([C@]2(O)C)O)=C (2S,3R,4S)-2-{4-aminopyrrolo[2,1-f][1,2,4]triazin-7-yl}-3-methyl-5-methylideneoxolane-3,4-diol